N-[(6-Amino-2-pyridyl)sulfonyl]-6-(1H-indol-4-yl)-2-(2,4,6-trimethylphenoxy)pyridin-3-carboxamid NC1=CC=CC(=N1)S(=O)(=O)NC(=O)C=1C(=NC(=CC1)C1=C2C=CNC2=CC=C1)OC1=C(C=C(C=C1C)C)C